(S)-4-(2-(1-amino-5-(tert-butoxy)-1,5-dioxopent-2-yl)-1-oxoisoindolin-5-yl)piperazine-1-carboxylic acid tert-butyl ester C(C)(C)(C)OC(=O)N1CCN(CC1)C=1C=C2CN(C(C2=CC1)=O)[C@H](C(=O)N)CCC(=O)OC(C)(C)C